(3R,4R)-1-(4,6-difluoro-1-((5-(methylsulfonyl)pyridin-2-yl)methyl)-1H-benzo[d]imidazol-2-yl)-4-fluoropiperidin-3-amine FC1=CC(=CC=2N(C(=NC21)N2C[C@H]([C@@H](CC2)F)N)CC2=NC=C(C=C2)S(=O)(=O)C)F